FC(C1=NN=C(O1)C1=CC(=C(C=C1)CNC1=CC=CC=C1)F)F N-((4-(5-(difluoromethyl)-1,3,4-oxadiazol-2-yl)-2-fluoro-phenyl)methyl)aniline